N-(5-((2-(1-oxa-7-azaspiro[3.5]nonan-7-yl)ethyl)carbamoyl)-2-methylpyridin-3-yl)-2-(6,7-dihydro-5H-pyrazolo[5,1-b][1,3]oxazin-3-yl)pyrazolo[5,1-b]thiazole-7-carboxamide O1CCC12CCN(CC2)CCNC(=O)C=2C=C(C(=NC2)C)NC(=O)C=2C=NN1C2SC(=C1)C=1C=NN2C1OCCC2